C(C)N(C1=CC=C(C=C1)N)CCCOC N1-ethyl-N1-(3-methoxypropyl)benzene-1,4-diamine